3-(2-chloro-3-phenylanilino)-5-dimethoxymethyl-benzisoxazole ClC1=C(NC2=NOC3=C2C=C(C=C3)C(OC)OC)C=CC=C1C1=CC=CC=C1